4-((2S,3S,4R,5R)-3-(3,4-difluoro-2-methoxyphenyl)-4,5-dimethyl-5-(trifluoromethyl)tetrahydrofuran-2-carboxamido)picolinamide FC=1C(=C(C=CC1F)[C@H]1[C@H](O[C@]([C@@H]1C)(C(F)(F)F)C)C(=O)NC1=CC(=NC=C1)C(=O)N)OC